3-((S)-3-((R)-8-(4'-(cyanomethoxy)biphenyl-3-ylsulfonyl)-1-oxa-8-azaspiro[4.5]decan-3-ylamino)-2-hydroxypropoxy)-N-methylbenzenesulfonamide C(#N)COC1=CC=C(C=C1)C1=CC(=CC=C1)S(=O)(=O)N1CCC2(C[C@H](CO2)NC[C@@H](COC=2C=C(C=CC2)S(=O)(=O)NC)O)CC1